C(C1=CC=CC=C1)SC1=CC(=C(CN2C(CN(C=3C=NC=4C=C(C(=CC4C32)F)OC)C(=O)OC(C)(C)C)=O)C(=C1)F)F Tert-butyl 1-(4-(benzylthio)-2,6-difluorobenzyl)-9-fluoro-8-methoxy-2-oxo-2,3-dihydropyrazino[2,3-c]quinoline-4(1H)-carboxylate